FC=1C(=C(C=CC1)NC1=C(NC2=C1C(NCC2)=O)C2=C(C=NC=C2)C#C[C@H](C)NC(C=C)=O)OC N-[(2S)-4-(4-{3-[(3-fluoro-2-methoxyphenyl)amino]-4-oxo-1H,5H,6H,7H-pyrrolo[3,2-c]pyridin-2-yl}pyridin-3-yl)but-3-yn-2-yl]prop-2-enamide